1,3-bisaminomethylbenzene NCC1=CC(=CC=C1)CN